ClC1=CC=C(C=C1)COC=1C=NC=C(C1C)B1OC(C(O1)(C)C)(C)C 3-[(4-chlorophenyl)methoxy]-4-methyl-5-(4,4,5,5-tetramethyl-1,3,2-dioxaborolan-2-yl)pyridine